C1=CC=CC=2C3=CC=CC=C3N(C12)CCOC(O)=O [2-(9H-carbazol-9-yl)ethyl]carbonic acid